2,6-dichloropyridine-3-boronic acid ClC1=NC(=CC=C1B(O)O)Cl